C(C)OC1=CC=C(C(=O)[O-])C=C1 4-ethyloxy-benzoate